6-(7,8-dimethyl-[1,2,4]triazolo[4,3-b]pyridazin-6-yl)-N-(2-pyrrolidin-1-ylethyl)-7,8-dihydro-5H-1,6-naphthyridine-3-carboxamide CC1=C(C=2N(N=C1N1CC=3C=C(C=NC3CC1)C(=O)NCCN1CCCC1)C=NN2)C